N1(CCC1)CC1CCC(N(C1)C1NC(CCC1)[N+](=O)[O-])=O 5-(azetidin-1-ylmethyl)-1-(6-nitropiperidin-2-yl)piperidin-2-one